2-(3-bromo-4-(4-fluoro-2,6-dimethylphenoxy)phenyl)propan-2-ol BrC=1C=C(C=CC1OC1=C(C=C(C=C1C)F)C)C(C)(C)O